C(CCCCCCCCCCC)OS(=O)(=O)C1=CC=CC=C1.[NH4+].C(C)O.C(C)O.C(C)O triethanol ammonium dodecyl-benzenesulfonate